Magnesium malat C(C(O)CC(=O)[O-])(=O)[O-].[Mg+2]